1-[rac-(Z)-non-3-enyl] hexanedioate C(CCCCC(=O)[O-])(=O)OCC\C=C/CCCCC